4-[(1S,2R)-2-ethynylcyclopropyl]-1-(3-methoxy-4-nitrophenyl)piperidine C(#C)[C@H]1[C@@H](C1)C1CCN(CC1)C1=CC(=C(C=C1)[N+](=O)[O-])OC